Tert-butyl 4-(5-chloro-2-fluorophenyl)piperazine-1-carboxylate ClC=1C=CC(=C(C1)N1CCN(CC1)C(=O)OC(C)(C)C)F